FC1=C(OCCCCCCCCC(=O)NCCOCCOCC(=O)NC2=CC=C(C=C2)C2C(NC(CC2)=O)=O)C(=CC=C1F)C=1N=C(SC1)N1CCOCC1 9-(2,3-difluoro-6-(2-morpholino-thiazol-4-yl)phenoxy)-N-(2-(2-(2-((4-(2,6-dioxopiperidin-3-yl)phenyl)-amino)-2-oxoethoxy)ethoxy)ethyl)-nonanamide